BrC1=CC(=C(C=C1)C1=NN2C(N=C(C=C2C2=CC=C(C=C2)C)C(=O)N2[C@@H](C3=CC=CC=C3CC2)C)=C1)F (1R)-2-[2-(4-bromo-2-fluorophenyl)-7-(4-methylphenyl)pyrazolo[1,5-a]pyrimidine-5-carbonyl]-1-methyl-1,2,3,4-tetrahydroisoquinoline